[N+](=O)([O-])C1=CC=C(C=N)C=C1 p-nitrobenzylideneamine